(3aR,5R,6S,6aR)-6-(benzyloxy)-5-((benzyloxy)methyl)-2,2-dimethyltetrahydrofuran C(C1=CC=CC=C1)OC1=CC=CC=C1COC[C@H]1CCC(O1)(C)C